4-[2-(cyclopropylmethoxy)-5-methylsulfonylphenyl]-2-methylisoquinolin-1-one C1(CC1)COC1=C(C=C(C=C1)S(=O)(=O)C)C1=CN(C(C2=CC=CC=C12)=O)C